OC1CN(C1)CC1=C2C(=NC=C1)N(N=C2CNC(C=C)=O)C2=CC=C(C=C2)OC(F)(F)F N-((4-((3-hydroxyazetidin-1-yl)methyl)-1-(4-(trifluoromethoxy)phenyl)-1H-pyrazolo[3,4-b]pyridin-3-yl)methyl)acrylamide